di(n-pentyl) glutarate C(CCCC(=O)OCCCCC)(=O)OCCCCC